C(CCC)NC=1N=CC2=C(N(C(C=3C=C(C=CC23)N2[C@H](CN([C@@H](C2)C)C)C)=O)[C@@H]2CC[C@H](CC2)O)N1 trans-3-(Butylamino)-5-(4-hydroxycyclohexyl)-8-((2S,5R)-2,4,5-trimethylpiperazin-1-yl)pyrimido[4,5-c]isoquinolin-6(5H)-one